BrC1=CC=C2C(=CN(C2=C1F)COCC[Si](C)(C)C)C1=NC(=NC=C1Cl)Cl 2-[[6-bromo-3-(2,5-dichloropyrimidin-4-yl)-7-fluoro-indol-1-yl]methoxy]ethyl-trimethyl-silane